BrC=1C=C2CN(CC2=CC1)CC=1OC=C(C(C1)=O)O 2-((5-bromoisoindolin-2-yl)methyl)-5-hydroxy-4H-pyran-4-one